CN1N=C(C(=C1)C(F)(F)F)CC1CC2(CN(C2)C(=O)N2CC3(C2)NC(CC3)=O)C1 2-[6-[[1-methyl-4-(trifluoromethyl)pyrazol-3-yl]methyl]-2-azaspiro[3.3]heptane-2-carbonyl]-2,5-diazaspiro[3.4]octan-6-one